2-[[1-(2-chloroacetyl)-3,4-dihydro-2H-quinolin-6-yl]oxy]-N-(5-hydroxypentyl)acetamide ClCC(=O)N1CCCC2=CC(=CC=C12)OCC(=O)NCCCCCO